(R)-2-amino-3-(2,6-dichloropyridin-3-yl)propan-1-ol N[C@@H](CO)CC=1C(=NC(=CC1)Cl)Cl